1-(3-(4-(1-carboxycyclopropyl)butoxy)propyl)cyclopropane C(=O)(O)C1(CC1)CCCCOCCCC1CC1